4-phenylphenol aluminum (iii) [Al+3].C1(=CC=CC=C1)C1=CC=C(C=C1)O